(S)-2-amino-N-(cyanomethyl)-3-(6-(2-methylpyridin-4-yl)benzo[d]oxazol-2-yl)propanamide N[C@H](C(=O)NCC#N)CC=1OC2=C(N1)C=CC(=C2)C2=CC(=NC=C2)C